C(CC)C=1C(=CC2=C([C@@H]3CC4=C(CN3CC2)C(=C(C=C4)OC)OC)C1)OC (S)-2-n-propyl-3,9,10-trimethoxy-6,8,13,13a-tetrahydro-5H-dibenzo[a,g]quinolizine